FC=1C(=CC=C2C(=NN(C12)C)C1C(NC(CC1)=O)=O)C1CCN(CC1)C[C@@H]1[C@@H](CNCC1)F 3-[7-fluoro-6-[1-[[(3S,4R)-3-fluoro-4-piperidyl]methyl]-4-piperidyl]-1-methyl-indazol-3-yl]piperidine-2,6-dione